1-hydroxyethyl-3-methylimidazolium hydroxide salt [OH-].OC(C)C=1NC=C[N+]1C